[acetyl(benzyl)amino]piperidin C(C)(=O)N(CC1=CC=CC=C1)N1CCCCC1